(3R)-3-{4-[(3-methylbut-2-en-1-yl)oxy]Phenyl}hex-4-ynoic acid methyl ester COC(C[C@@H](C#CC)C1=CC=C(C=C1)OCC=C(C)C)=O